C1(CCCC1)CC(C1=CC=C(C=C1)C)C1=C(C=NC=C1)F 4-(2-cyclopentyl-1-(p-tolyl)ethyl)-3-fluoropyridine